mono(3-(tetramethyl-1-(trimethylsiloxy)disiloxanyl)propyl)ether C[Si](O[Si](C)(C)C)(O[Si](C)(C)C)CCCOCCC[Si](O[Si](C)(C)C)(C)O[Si](C)(C)C